COC(CCCC)=O.C(C)(=O)C1=CC=C(C(=O)N)C=C1 (4-Acetylbenzamide) methyl-valerate